C(C)S(=O)(=O)C1=NN2C(N=CC=C2)=C1 (ethylsulfonyl)pyrazolo[1,5-a]pyrimidin